L-2,4,6-tripyridyl-S-triazine N1=C(C=CC=C1)C1=NC(=NC(=N1)C1=NC=CC=C1)C1=NC=CC=C1